N-[4-[Chloro(difluoro)methoxy]phenyl]-1-(3-cyclopropyl-1-methyl-pyrazol-4-yl)-6-oxo-pyridine-3-carboxamide ClC(OC1=CC=C(C=C1)NC(=O)C1=CN(C(C=C1)=O)C=1C(=NN(C1)C)C1CC1)(F)F